CC1(CN(CCN1C)[C@H]1CN(CC1)C(=O)OC(C)(C)C)C tert-Butyl (R)-3-(3,3,4-trimethylpiperazin-1-yl)pyrrolidine-1-carboxylate